4-(3-(N-(p-tolyl)sulfamoyl)benzamido)picolinamide C1(=CC=C(C=C1)NS(=O)(=O)C=1C=C(C(=O)NC2=CC(=NC=C2)C(=O)N)C=CC1)C